C(=O)O.N[C@H]1[C@@H](CCCC1)C1=C(C=2N=C(N=C(C2N1C(F)F)NCC=1OC=CC1)Cl)Cl 6-((1r,2r)-2-aminocyclohexyl)-2,7-dichloro-5-(difluoromethyl)-N-(furan-2-ylmethyl)-5H-pyrrolo[3,2-d]pyrimidine-4-amine formate